F[C@H]1CN(CC[C@H]1NC1=CC=CN2C(=C(C=C12)C1=NOC(=N1)CNC(=O)C1CC1)SC(F)(F)F)C N-{[3-(8-{[(3S,4R)-3-fluoro-1-methylpiperidin-4-yl]amino}-3-[(trifluoromethyl)sulfanyl]indolizin-2-yl)-1,2,4-oxadiazol-5-yl]methyl}cyclopropanecarboxamide